N1CCC(=CC1)C1=NC2=CC=CC=C2C(=C1)C(CCN)N (2-(1,2,3,6-tetrahydropyridin-4-yl)quinolin-4-yl)propane-1,3-diamine